C12(CC3CC(CC(C1)C3)C2)NC(COC2=NC(=NC3=CC=CC=C23)SC)=O N-(adamantan-1-yl)-2-((2-(methylthio)quinazolin-4-yl)oxy)acetamide